4-aminobutyl (Z)-3-((4-((2-(diethylamino)ethyl)carbamoyl)-3,5-dimethyl-1H-pyrrol-2-yl)methylene)-5-fluoro-2-oxoindoline-1-carboxylate C(C)N(CCNC(=O)C=1C(=C(NC1C)\C=C\1/C(N(C2=CC=C(C=C12)F)C(=O)OCCCCN)=O)C)CC